N-((1-(5-(3-(hydroxymethyl)phenyl)-6-phenylpyrazin-2-yl)piperidin-4-yl)methyl)pivaloamide OCC=1C=C(C=CC1)C=1N=CC(=NC1C1=CC=CC=C1)N1CCC(CC1)CNC(C(C)(C)C)=O